pentylmethyl-benzyl alcohol C(CCCC)C(C1=CC=CC=C1)(C)O